N-((1H-indol-2-yl)methyl)-4-(3-(4-methoxyphenyl)-1,2,4-oxadiazol-5-yl)piperazine-1-carboxamide N1C(=CC2=CC=CC=C12)CNC(=O)N1CCN(CC1)C1=NC(=NO1)C1=CC=C(C=C1)OC